N,N-dimethylbenzylalanine succinimidyl ester C1(CCC(N1OC([C@@](N(C)C)(C)CC1=CC=CC=C1)=O)=O)=O